4-[[(1R,3S)-3-amino-2,2,3-trimethyl-cyclopentyl]amino]-N'-[4-[tert-butyl(dimethyl)silyl]oxy-2-ethyl-phenyl]-6-(3-hydroxyphenyl)pyrrolo[1,2-b]pyridazine-3-carboxamidine N[C@@]1(C([C@@H](CC1)NC=1C=2N(N=CC1C(=NC1=C(C=C(C=C1)O[Si](C)(C)C(C)(C)C)CC)N)C=C(C2)C2=CC(=CC=C2)O)(C)C)C